C(C#C)NC(=O)C=1C=C(C=CC1)S(=O)(=O)Cl 3-(prop-2-yn-1-ylcarbamoyl)benzenesulfonyl chloride